(1S,2R)-2-[(5R)-5H-imidazo[4,3-a]isoindol-5-yl]-7-methanesulfonyl-7-azaspiro[3.5]nonan-1-ol C=1N=CN2C1C1=CC=CC=C1[C@H]2[C@@H]2[C@@H](C1(C2)CCN(CC1)S(=O)(=O)C)O